N(CC=1OC2=C(C1)C(=CC=C2)CC(C(=O)O)[C@@H]2CNCC2)(CC=2OC1=C(C2)C(=CC=C1)CC(C(=O)O)[C@@H]1CNCC1)CC=1OC2=C(C1)C(=CC=C2)CC(C(=O)O)[C@@H]2CNCC2 3,3',3''-((nitrilotris(methylene))tris(benzofuran-2,4-diyl))tris(2-((R)-pyrrolidin-3-yl)propanoic acid)